methyl spiro[4.5]decane-8-carboxylate C1CCCC12CCC(CC2)C(=O)OC